4-[3-(2-chlorophenyl)-1-isobutyl-pyrrolo[2,3-b]pyridine-6-carbonyl]-3,3-dimethyl-piperazin-2-one ClC1=C(C=CC=C1)C1=CN(C2=NC(=CC=C21)C(=O)N2C(C(NCC2)=O)(C)C)CC(C)C